Diisopropylnaphthalin C(C)(C)C1=C(C2=CC=CC=C2C=C1)C(C)C